(E)-6-(2-(cyclopentyloxy)phenyl)-N'-(3,5-dimethoxybenzylidene)pyrazine-2-carbohydrazide C1(CCCC1)OC1=C(C=CC=C1)C1=CN=CC(=N1)C(=O)N/N=C/C1=CC(=CC(=C1)OC)OC